C(#N)C1=C(C=CC(=C1)C(F)(F)F)N1CCC(CC1)(C(=O)N[C@@H]1CN(CC1)C)C=1C=C(C(=NC1)C=1C(=NC=CC1)OCC)F 1-[2-cyano-4-(trifluoromethyl)phenyl]-4-{2'-ethoxy-3-fluoro-[2,3'-bipyridin]-5-yl}-N-[(3S)-1-methylpyrrolidin-3-yl]piperidine-4-carboxamide